C(CCCCCCCCCCC)OCCOCCOCCOCCOCCOCCOCCOCCO octaethyleneglycol mono(n-dodecyl) ether